COC1=CC=C(CN2C(=NC=3C2=NC=C(C3)COCOC)N[C@@H]3C[C@H](CC3)NC3=CC=C(C=N3)N3C(C=CC=C3)=O)C=C1 6'-(((1S,3S)-3-((3-(4-methoxybenzyl)-6-((methoxymethoxy)methyl)-3H-imidazo[4,5-b]pyridin-2-yl)amino)cyclopentyl)amino)-2H-[1,3'-bipyridin]-2-one